NC(C(=O)NC1=CC=C(C=C1)C1=NC=CC=C1F)=C (R)-2-Amino-N-(4-(3-fluoropyridin-2-yl)phenyl)propenamide